FC1=CC=C(C=C1)[C@@H]1CN(CC1)C(=O)C1=CC=C(C=C1)OC[C@@H](CN1N=CN=N1)O [(3R)-3-(4-fluorophenyl)-1-pyrrolidinyl][4-[(2R)-2-hydroxy-3-(2H-tetrazol-2-yl)propoxy]phenyl]-methanone